2,6'-Dimethyl-1H,4'H-spiro[isoquinoline-4,1'-naphthalene]-1,3,4'(2H)-trione CN1C(C2=CC=CC=C2C2(C=CC(C3=CC(=CC=C23)C)=O)C1=O)=O